(S)-4-(5-(5-fluoro-2-methoxypyridin-4-yl)-1H-pyrazole-3-carbonyl)-N-((5-methoxypyrimidin-2-yl)methyl)-4-azaspiro[2.5]octane-7-carboxamide FC=1C(=CC(=NC1)OC)C1=CC(=NN1)C(=O)N1C2(CC2)C[C@H](CC1)C(=O)NCC1=NC=C(C=N1)OC